ClC=1C=C2C(=NC=NC2=C(C1C1=C(C=CC=C1)F)F)N1CCN(CC1)C(\C=C\CN(C)C)=O (E)-1-(4-(6-chloro-8-fluoro-7-(2-fluorophenyl)quinazolin-4-yl)piperazin-1-yl)-4-(dimethylamino)but-2-en-1-one